(5-(aminomethyl)-2-fluorophenyl)methanol NCC=1C=CC(=C(C1)CO)F